CC1=CC=C(C=C1)C1=CC=C(C=C1)S(=O)(=O)NC=1C=C(C=CC1)C 4'-methyl-N-m-tolyl-[1,1'-biphenyl]-4-sulfonamide